CC(=C[C@H]1C([C@@H]1C(=O)OCC1=C(C(=C(C(=C1F)F)COC)F)F)(C)C)C 4-methoxymethyl-2,3,5,6-tetrafluorobenzyl (1R)-trans-3-(2-methyl-1-propenyl)-2,2-dimethylcyclopropanecarboxylate